(7S)-2-(((1-(2,4-difluorophenethyl)-1H-pyrazol-4-yl)methyl)amino)-4,7,8-trimethyl-7,8-dihydropteridin-6(5H)-one FC1=C(CCN2N=CC(=C2)CNC2=NC=3N([C@H](C(NC3C(=N2)C)=O)C)C)C=CC(=C1)F